lead-zinc-copper-nickel [Ni].[Cu].[Zn].[Pb]